OC(C=C)(C)C 3-hydroxy-3-methyl-butene